FC1(CC=2N(N=C(C2C2=CCC(CC2)(C)COC)CN(CCN(C(OC(C)(C)C)=O)C)C)C1)F tert-Butyl (2-(((5,5-difluoro-3-(4-(methoxymethyl)-4-methylcyclohex-1-en-1-yl)-5,6-dihydro-4H-pyrrolo[1,2-b]pyrazol-2-yl)methyl)(methyl)amino)ethyl)(methyl)carbamate